[Cl-].C[NH2+]CCC methyl-propyl-ammonium chloride